1,3,8-trimethyl-5-[[(1R)-1-[2-fluoro-3-(trifluoromethyl)phenyl]ethyl]amino]imidazo[4,5-g]phthalazin-2-one CN1C(N(C=2C1=CC=1C(=NN=C(C1C2)N[C@H](C)C2=C(C(=CC=C2)C(F)(F)F)F)C)C)=O